ClC1=CC2=C(N=C(N=C2NC2CC2)C2=C(C(=CC(=C2F)OC)OC)F)C=N1 6-chloro-N-cyclopropyl-2-(2,6-difluoro-3,5-dimethoxyphenyl)pyrido[3,4-d]pyrimidine-4-amine